(3R)-N-[4-(3-cyanophenyl)-5-[2-methyl-6-(trifluoromethyl)-4-pyridinyl]Thiazol-2-yl]-3-methyl-piperazine-1-carboxamide C(#N)C=1C=C(C=CC1)C=1N=C(SC1C1=CC(=NC(=C1)C(F)(F)F)C)NC(=O)N1C[C@H](NCC1)C